2-(2-Ethoxy-4-methoxyphenyl)-4-(4-fluorophenyl)but-3-yn-2-ol C(C)OC1=C(C=CC(=C1)OC)C(C)(C#CC1=CC=C(C=C1)F)O